N1C(=CC=C1)C(=O)[O-] 2-pyrrolecarboxylate